[N+](=O)([O-])C1=CC=C(C=C1)N1CCN(CC1)C(CC#N)=O 3-[4-(4-nitrophenyl)piperazin-1-yl]-3-oxopropionitrile